5-[3-(3-Benzyloxyphenyl)-2-hydroxypropyl]-1,3,4-oxadiazole-2(3H)-thione C(C1=CC=CC=C1)OC=1C=C(C=CC1)CC(CC1=NNC(O1)=S)O